2-methyl-6-methylpyrazine CC1=NC(=CN=C1)C